NC\C=C(\CN1C(=NC2=C1C=CC=C2C2=CC=C(C=C2)S(=O)(=O)NC2CC2)C(F)(F)F)/F (Z)-4-(1-(4-amino-2-fluorobut-2-en-1-yl)-2-(trifluoromethyl)-1H-benzo[d]imidazol-4-yl)-N-cyclopropylbenzenesulfonamide